CSC1=NNC(S1)=S 5-(methylthio)-1,3,4-thiadiazole-2(3H)-thione